Br\C(=C/C=1C(=C(C=CC1)C1=CC=CC=C1)C)\C1=CC(=C(CNCCO)C=C1C(F)(F)F)OC (Z)-2-((4-(1-Bromo-2-(2-methyl-[1,1'-biphenyl]-3-yl)vinyl)-2-methoxy-5-Trifluoromethylbenzyl)amino)-1-ethanol